(R)-3-(5-(2-Benzyl-4-(methylsulfonyl)piperazin-1-yl)-3-chloro-1H-indazol-1-yl)-2,6-difluoro-5-(trifluoromethyl)phenol C(C1=CC=CC=C1)[C@H]1N(CCN(C1)S(=O)(=O)C)C=1C=C2C(=NN(C2=CC1)C=1C(=C(C(=C(C1)C(F)(F)F)F)O)F)Cl